C1(CC1)C(=O)NC1=CC(=C(N=N1)C(=O)NC([2H])([2H])[2H])S(=O)(=O)C 6-(cyclopropanecarboxamido)-N-(methyl-d3)-4-(methylsulfonyl)pyridazine-3-carboxamide